1-chloro-2-methyl-1-dimethylamino-1-propene ClC(=C(C)C)N(C)C